N-(4-(4-(7-chloro-1-methyl-2,3-dioxo-2,3-dihydropyrido[2,3-b]pyrazin-4(1H)-yl)piperidin-1-yl)benzyl)-N-methylacetamide ClC1=CC2=C(N(C(C(N2C)=O)=O)C2CCN(CC2)C2=CC=C(CN(C(C)=O)C)C=C2)N=C1